The molecule is the 5-O-phospho derivative of L-xylulose. It has a role as an Escherichia coli metabolite. It derives from a L-xylulose. It is a conjugate acid of a L-xylulose 5-phosphate(2-). It is an enantiomer of a D-xylulose 5-phosphate. C([C@@H]([C@H](C(=O)CO)O)O)OP(=O)(O)O